propanediol dioxalate C(C(=O)O)(=O)O.C(C(=O)O)(=O)O.C(CC)(O)O